FC=1C=CC=C2C=C(NC(C12)=O)CCC(=O)N1CCN(CC1)C1=C(C#N)C=CC=C1 2-(4-(3-(8-fluoro-1-oxo-1,2-dihydroisoquinolin-3-yl)propanoyl)piperazin-1-yl)benzonitrile